[Al+3].[Zr+4].[Ce+3].FC1=CC=C2C(=CC=NC2=C1)N(C(CCC(CC)CCO)C(=O)[O-])N.FC1=CC=C2C(=CC=NC2=C1)N(N)C(CCC(CC)CCO)C(=O)[O-].FC1=CC=C2C(=CC=NC2=C1)N(N)C(CCC(CC)CCO)C(=O)[O-].FC1=CC=C2C(=CC=NC2=C1)N(N)C(CCC(CC)CCO)C(=O)[O-].FC1=CC=C2C(=CC=NC2=C1)N(N)C(CCC(CC)CCO)C(=O)[O-].FC1=CC=C2C(=CC=NC2=C1)N(N)C(CCC(CC)CCO)C(=O)[O-].FC1=CC=C2C(=CC=NC2=C1)N(N)C(CCC(CC)CCO)C(=O)[O-].FC1=CC=C2C(=CC=NC2=C1)N(N)C(CCC(CC)CCO)C(=O)[O-].FC1=CC=C2C(=CC=NC2=C1)N(N)C(CCC(CC)CCO)C(=O)[O-].FC1=CC=C2C(=CC=NC2=C1)N(N)C(CCC(CC)CCO)C(=O)[O-] 7-fluoro-4-(1-carboxy-4-ethyl-(2-hydroxyethyl)-amino-1-butylamino)quinoline cerium-zirconium-aluminum salt